5'-Oxoinosine O=C([C@@H]1[C@H]([C@H]([C@@H](O1)N1C=NC=2C(O)=NC=NC12)O)O)O